1-(3-(5-bromo-6-methoxy-1H-indazol-1-yl)azetidin-1-yl)ethan-1-one BrC=1C=C2C=NN(C2=CC1OC)C1CN(C1)C(C)=O